ClC1=CC2=C(N(C(N=C2N2[C@H](CN(CC2)C(C=C)=O)C)=O)C2=NC=CC=C2C(=C)C)N=C1C1=C(C=CC=C1O)F 6-chloro-7-(2-fluoro-6-hydroxyphenyl)-4-((2S)-2-methyl-4-(2-propenoyl)-1-piperazinyl)-1-(3-(1-propen-2-yl)-2-pyridinyl)pyrido[2,3-d]pyrimidin-2(1H)-one